4-((3-(4-amino-1-((2R,4S,5R)-4-hydroxy-5-(hydroxymethyl)tetrahydrofuran-2-yl)-2-oxo-1,2-dihydropyrimidin-5-yl)propyl)(hydroxy)amino)-4-oxobutanoic acid NC1=NC(N(C=C1CCCN(C(CCC(=O)O)=O)O)[C@@H]1O[C@@H]([C@H](C1)O)CO)=O